P(O)(O)O.OCC(O)CO.OCC(O)CO.OCC(O)CO tri(glycerol) phosphite